BrCCCCC(=O)N (3-Bromo-propyl)-acetamide